ClC1=CC=2N(C=C1)C(=CN2)S(=O)(=O)NC=2C(=NC(=C(C2)F)C2COC2)OC 7-chloro-N-[5-fluoro-2-methoxy-6-(oxetan-3-yl)-3-pyridinyl]imidazo[1,2-a]pyridine-3-sulfonamide